(S or R)-N-((3-(4-fluorophenethyl)-1-(2-(6-methylpyridin-3-yl)propan-2-yl)pyrrolidin-3-yl)methyl)-4-methylbenzene-sulfonamide citrate C(CC(O)(C(=O)O)CC(=O)O)(=O)O.FC1=CC=C(CC[C@]2(CN(CC2)C(C)(C)C=2C=NC(=CC2)C)CNS(=O)(=O)C2=CC=C(C=C2)C)C=C1 |o1:20|